5-[6-(4-tert-butyl-5-chloro-2-methyl-phenyl)-2-methyl-4-oxo-1H-pyridin-3-yl]-1H-pyrimidine-2,4-dione C(C)(C)(C)C1=CC(=C(C=C1Cl)C1=CC(C(=C(N1)C)C=1C(NC(NC1)=O)=O)=O)C